[4-[[4-(Methylamino)cyclohexyl]amino]-5-tetrahydropyran-4-yl-pyrrolo[2,3-d]pyrimidin-7-yl]methanol CNC1CCC(CC1)NC=1C2=C(N=CN1)N(C=C2C2CCOCC2)CO